CC1=C(C=C(C=C1)OC1CC(C1)C1=CC=CC=C1)[N+](=O)[O-] 1-methyl-2-nitro-4-(3-phenylcyclobutoxy)benzene